CC(C)(C)S(=O)N[C@H](C[N+](=O)[O-])C1=CSC=C1 2-methyl-N-[(1S)-2-nitro-1-(3-thienyl)ethyl]propane-2-sulfinamide